ClC1=CC2=C(N(C(N=C2N2[C@H](CN(CC2)C(=O)OC(C)(C)C)C)=O)C=2C(=NC=CC2C)C(C)C)N=C1C1=C(C=CC(=C1)OC)F tert-butyl (S)-4-(6-chloro-7-(2-fluoro-5-methoxyphenyl)-1-(2-isopropyl-4-methylpyridin-3-yl)-2-oxo-1,2-dihydropyrido[2,3-d]pyrimidin-4-yl)-3-methylpiperazine-1-carboxylate